C1(=CC=CC=2OC3=C(C21)C=CC=C3)C3=C(C(=NC(=C3N3C2=CC=C(C=C2C=2C=C(C=CC32)C#N)C#N)N3C2=CC=C(C=C2C=2C=C(C=CC32)C3=CC=CC=C3)C3=CC=CC=C3)N3C2=CC=C(C=C2C=2C=C(C=CC32)C3=CC=CC=C3)C3=CC=CC=C3)N3C2=CC=C(C=C2C=2C=C(C=CC32)C#N)C#N 9,9'-(4-(dibenzo[b,d]furan-1-yl)-2,6-bis(3,6-diphenyl-9H-carbazol-9-yl)pyridine-3,5-diyl)bis(9H-carbazole-3,6-dicarbonitrile)